5-{4-amino-5-[(4,4-difluoropiperidin-1-yl)methyl]pyrrolo[2,1-f][1,2,4]triazin-7-yl}-N-[(3R,4S)-4-fluoro-1-(3,3,3-trifluoro-2,2-dimethylpropanoyl)pyrrolidin-3-yl]-2-methylbenzamide NC1=NC=NN2C1=C(C=C2C=2C=CC(=C(C(=O)N[C@@H]1CN(C[C@@H]1F)C(C(C(F)(F)F)(C)C)=O)C2)C)CN2CCC(CC2)(F)F